ethyl 2-((1-(tert-butoxycarbonyl)piperidin-4-yl)amino)-4-ethoxypyrimidine-5-carboxylate C(C)(C)(C)OC(=O)N1CCC(CC1)NC1=NC=C(C(=N1)OCC)C(=O)OCC